FS(=O)(=O)F Perfluorosulfonyl fluoride